C(C)(C)C1=C(C=CC=C1)[C@H]1N(CCN(C1)CC=1C=NN(C1)C)C1CC2(C1)CCNCC2 |o1:9| (R or S)-2-(2-(2-isopropylphenyl)-4-((1-methyl-1H-pyrazol-4-yl)methyl)piperazin-1-yl)-7-azaspiro[3.5]nonane